3-(5-(4,4,5,5-tetramethyl-1,3,2-dioxaborolan-2-yl)pyridin-2-yl)-3,8-diazabicyclo[3.2.1]Octane-8-carboxylic acid tert-butyl ester C(C)(C)(C)OC(=O)N1C2CN(CC1CC2)C2=NC=C(C=C2)B2OC(C(O2)(C)C)(C)C